6-(4-phenylbutoxy)-2-(pyridin-3-yl)-1H-inden-1-one C1(=CC=CC=C1)CCCCOC1=CC=C2C=C(C(C2=C1)=O)C=1C=NC=CC1